ClCC(=O)NC=1C=C(C(=NC1)C)C=1N2C(SC1C=1C(=NC=CC1)OC)=C(C=N2)C(=O)N (5-(2-chloroacetamido)-2-methylpyridin-3-yl)-2-(2-methoxypyridin-3-yl)pyrazolo[5,1-b]thiazole-7-carboxamide